Cl.CN1N=CC=C1 1-methylpyrazole hydrochloride